Tert-butyl 4-[3-[1-(2,6-dioxo-3-piperidyl)-3-methyl-2-oxo-benzimidazol-4-yl]prop-2-ynoxy]-4-methyl-piperidine-1-carboxylate O=C1NC(CCC1N1C(N(C2=C1C=CC=C2C#CCOC2(CCN(CC2)C(=O)OC(C)(C)C)C)C)=O)=O